2-fluoro-6-(3-(fluoromethyl)tetrahydrofuran-3-yl)pyridine FC1=NC(=CC=C1)C1(COCC1)CF